ClC1=C(C(=O)NC(=O)Cl)C=C(C(=N1)Cl)F (2,6-dichloro-5-fluoronicotinoyl)carbamoyl chloride